COC1=CC=C(C=C1)P(C1=NC=CC=C1)(C1=CC=C(C=C1)OC)=O bis(4-methoxyphenyl)(pyridin-2-yl)phosphine oxide